FC(C=1C(N(C=C(C1)CC=O)C(C(=O)OCC)CC(C)C)=O)F ethyl 2-(3-(difluoromethyl)-2-oxo-5-(2-oxoethyl)pyridin-1(2H)-yl)-4-methylpentanoate